NC1=NC(N(C=C1)[C@H]1C=C[C@@](C1)(CC)OC[P@@](=O)(OC1=CC=CC=C1)N[C@@H](C)C(=O)OCC)=O |o1:16| Ethyl ((R or S)-((((1S,4R)-4-(4-amino-2-oxopyrimidin-1(2H)-yl)-1-ethylcyclopent-2-en-1-yl) oxy) methyl)(phenoxy)phosphoryl)-L-alaninate